(S)-5-((benzyloxy)methyl)-5,6-dihydrobenzo[f][1,2,4]triazolo[4,3-d][1,4]oxazepin-8-amine C(C1=CC=CC=C1)OC[C@H]1COC2=C(C=3N1C=NN3)C=CC=C2N